Cl.CO methanol, hydrochloride salt